N1(CCC1)C1CCN(CC1)C1=C(C=C2CN(C(C2=C1)=O)C1CCN(CC1)C(=O)OC(C)(C)C)NC(=O)C=1C=NN2C1N=CC=C2 tert-butyl 4-(6-(4-(azetidin-1-yl)piperidin-1-yl)-1-oxo-5-(pyrazolo[1,5-a]pyrimidine-3-carboxamido)isoindolin-2-yl)piperidine-1-carboxylate